ClC1=C(C=C(C=C1)C(F)(F)F)N(S(=O)(=O)C1=CC=C(C=C1)OC)CC(=O)NCC1=CC=NC=C1 2-(N-(2-chloro-5-(trifluoromethyl)phenyl)-4-methoxyphenylsulfonamido)-N-(pyridin-4-ylmethyl)acetamide